O[C@H]1C[C@H](NC1)C(=O)OCCCCCCC(C(OCCCC(CCCCC)CCCCC)=O)(C)C [7,7-dimethyl-8-oxo-8-(4-pentylnonoxy)octyl] (2S,4S)-4-hydroxypyrrolidine-2-carboxylate